6-(2-fluoro-6-methyl-phenyl)-N8-(4-piperidyl)quinazoline-2,8-diamine FC1=C(C(=CC=C1)C)C=1C=C2C=NC(=NC2=C(C1)NC1CCNCC1)N